C(C)(C)(C)C1=NNC(=C1)C(C)(C)C 3,5-di-t-butylpyrazole